O[C@@H]1C[C@H](C1)NC(OC(C)(C)C)=O trans-tert-Butyl N-(3-hydroxycyclobutyl)carbamate